C[C@@H]1N(CC1)C(=O)O[C@H]1C[C@H](CC1)C1=CC(=NN1)NC(CC=1C=NN(C1)C)=O (1R,3S)-3-(3-{[(1-methyl-1H-pyrazol-4-yl)acetyl]amino}-1H-pyrazol-5-yl)cyclopentyl (2S)-2-methylazetidine-1-carboxylate